(1R,3S)-3-((4-(4-chlorophenyl)phthalazin-1-yl)amino)-1-(trifluoromethyl)cyclohexan-1-ol ClC1=CC=C(C=C1)C1=NN=C(C2=CC=CC=C12)N[C@@H]1C[C@@](CCC1)(O)C(F)(F)F